4-amino-3-methoxy-5-nitro-benzonitrile NC1=C(C=C(C#N)C=C1[N+](=O)[O-])OC